CC1(O[C@@H]2[C@H](O1)C(=C[C@H]2N2C=CC1=C2N=CN=C1CC)C=C)C 7-((3aS,4R,6aR)-2,2-dimethyl-6-vinyl-3a,6a-dihydro-4H-cyclopenta[d][1,3]dioxol-4-yl)-4-ethyl-7H-pyrrolo[2,3-d]pyrimidine